carbonyl-[bis[2-(diphenylphosphinomethyl)ethyl]amino]ruthenium C(=O)=[Ru]N(CCCP(C1=CC=CC=C1)C1=CC=CC=C1)CCCP(C1=CC=CC=C1)C1=CC=CC=C1